C(C)(=O)O.C(C)(=O)O.C1(CC1)C1NCC(NC1)C1CC1 2,5-dicyclopropylpiperazine, diacetate salt